(5-fluoro-2-methylpyridin-4-yl)-1H-pyrazole-3-carboxylic acid methyl ester COC(=O)C1=NN(C=C1)C1=CC(=NC=C1F)C